C(N)(OC1C(N(CC(C1)(F)F)C=1C2=C(N=C(N1)Cl)C(=C(N=C2)Cl)F)C(C)(C)C)=O Tert-butyl-(1-(2,7-dichloro-8-fluoropyrido[4,3-d]pyrimidin-4-yl)-5,5-difluoropiperidin-3-yl) carbamate